ClC1=CC(=NC=C1)[C@H]1[C@@H](C1)C(=O)NC1=NC=NC(=C1)NCC=1N=C2N(C=C(C=C2N2C(N(C(C2)=O)C)=O)C2CC2)C1 (1R,2R)-2-(4-chloropyridin-2-yl)-N-(6-(((6-cyclopropyl-8-(3-methyl-2,4-dioxoimidazolidin-1-yl)imidazo[1,2-a]pyridin-2-yl)methyl)amino)pyrimidin-4-yl)cyclopropane-1-carboxamide